CNC=1C=C(C=O)C=CN1 2-(methylamino)isonicotinaldehyde